C(CCCCCCC)N(C(=O)C=1NC=CC1)CCCCCCCC N,N-di(octyl)-1H-pyrrole-2-carboxamide